NC1=NC=NN2C1=C(C=C2C2CCN(CC2)C(C(C)C)=O)C2=CC=C(C=C2)C2=C(N(C(C(=C2)C(=O)N)=O)C2=CC=CC=C2)C2=NC=CC=C2 (4-(4-amino-7-(1-isobutyrylpiperidin-4-yl)pyrrolo[2,1-f][1,2,4]triazin-5-yl)phenyl)-6-oxo-1-phenyl-1,6-dihydro-[2,2'-bipyridine]-5-carboxamide